BrC1=C(C=C(C=C1)Cl)I 1-bromo-4-chloro-2-iodobenzene